(3R)-3-[(1-Acetylazetidin-3-yl)methoxy]-3-(4-chlorophenyl)-2-[(5-chloropyridin-2-yl)methyl]-6-(2-hydroxypropan-2-yl)-2,3-dihydro-1H-isoindol-1-on C(C)(=O)N1CC(C1)CO[C@]1(N(C(C2=CC(=CC=C12)C(C)(C)O)=O)CC1=NC=C(C=C1)Cl)C1=CC=C(C=C1)Cl